N-(imidazo[1,2-a]pyridin-7-yl)-2-((5S)-5-methyl-2-(2'-oxospiro[cyclopropane-1,3'-indolin]-5'-yl)piperidin-1-yl)-2-oxoacetamide N=1C=CN2C1C=C(C=C2)NC(C(=O)N2C(CC[C@@H](C2)C)C=2C=C1C3(C(NC1=CC2)=O)CC3)=O